COCCN1N=C(C(=C1)C1=NC(=CC=C1C(C)=O)N1C=NC2=C1C=CC(=C2)NC=2N=NC(=CC2)C)C 1-[2-[1-(2-methoxyethyl)-3-methyl-pyrazol-4-yl]-6-[5-[(6-methylpyridazin-3-yl)amino]benzimidazol-1-yl]-pyridinyl]ethanone